3-fluoro-2-(2-methylpropylsulfamoylamino)pyridine FC=1C(=NC=CC1)NS(NCC(C)C)(=O)=O